tetrafluoro-p-phenylenedimethanol FC(O)(C1=CC=C(C=C1)C(O)(F)F)F